3-(2-hydroxy-propan-2-yl)-4-methyl-1H-pyridin-2-one OC(C)(C)C=1C(NC=CC1C)=O